C(C)OC(/C=C/C(=C/C1=CC=C(C=C1)C)/C)OCC 1-((1E,3E)-5,5-diethoxy-2-methylpenta-1,3-dien-1-yl)-4-methylbenzene